sodium vinylbenzene borate B([O-])([O-])[O-].C(=C)C1=CC=CC=C1.[Na+].[Na+].[Na+]